ClC1=NC=C(C(=C1)F)C#CC1(CCOCC1)C 2-chloro-4-fluoro-5-((4-methyltetrahydro-2H-pyran-4-yl)ethynyl)pyridine